NC1=C2N=C(N(C2=NC(=N1)OCCCC)CC1=CC=C(C(=O)NCCNC(OC(C)(C)C)=O)C=C1)O tert-Butyl (2-(4-((6-amino-2-butoxy-8-hydroxy-9H-purin-9-yl)methyl)benzamido)ethyl)carbamate